C(C)NC(=O)N1CCC2=C1N=C(N=C2C2=C1C(=NC=C2)NC=C1)N1[C@@H](COCC1)C (R)-N-Ethyl-2-(3-methylmorpholinyl)-4-(1H-pyrrolo[2,3-b]pyridin-4-yl)-5H-pyrrolo[2,3-d]pyrimidine-7(6H)-carboxamide